FC=1C=C(C=CC1)N\N=C\C=N\N(C)C (E)-2-((E)-2-(2-(3-fluorophenyl)hydrazono)ethylidene)-1,1-dimethylhydrazine